Cl.NC1CCN(CC1)S(=O)(=O)C=1C=C(C=CC1)CC(CN1CCC(CC1)C1=CC=C2C(=NN(C2=C1)C)N1C(NC(CC1)=O)=O)C 1-(6-(1-(3-(3-((4-Aminopiperidin-1-yl)sulfonyl)phenyl)-2-methylpropyl)piperidin-4-yl)-1-methyl-1H-indazol-3-yl)dihydropyrimidine-2,4(1H,3H)-dione hydrochloride